The molecule is an organophosphate oxoanion obtained by deprotonation of the phosphate OH groups of 2-oxo-AMP. It is a conjugate base of a 2-oxo-AMP. C1=NC2=C(NC(=O)N=C2N1[C@H]3[C@@H]([C@@H]([C@H](O3)COP(=O)([O-])[O-])O)O)N